FC(C1=NN=C(O1)C=1C=C2C(=NC1)CN(C2=O)CNC(OC(C)(C)C)=O)F tert-butyl {3-[5-(difluoromethyl)-1,3,4-oxadiazol-2-yl]-5-oxo-5,7-dihydro-6H-pyrrolo[3,4-b]pyridin-6-yl}methylcarbamate